2-octyl-2H-benzene C(CCCCCCC)C1CC=CC=C1